CC1(CCOCC1)CO (4-methyltetrahydro-2H-pyran-4-yl)methanol